2-(2-cyclopropyl-6-(2-fluoropyridin-4-yl)phenyl)acetic acid C1(CC1)C1=C(C(=CC=C1)C1=CC(=NC=C1)F)CC(=O)O